7-(3-chlorobenzyl)-4-(4-chlorobenzyl)-6,7,8,9-tetrahydroimidazo[1,5-a]pyrido[3,4-e]pyrimidine-5(4H)-one ClC=1C=C(CN2CC=3C(N(C=4N(C3CC2)C=NC4)CC4=CC=C(C=C4)Cl)=O)C=CC1